CC(C=O)(CC1=CC=CC=C1)C DIMETHYL-HYDROCINNAMALDEHYDE